1-(2-((2-(2-aminoethoxy)ethyl)amino)-2-oxoethyl)-N-(5-(((5-(tert-butyl)oxazol-2-yl)methyl)thio)thiazol-2-yl)piperidine-4-carboxamide TFA salt OC(=O)C(F)(F)F.NCCOCCNC(CN1CCC(CC1)C(=O)NC=1SC(=CN1)SCC=1OC(=CN1)C(C)(C)C)=O